(S)- or (R)-6-amino-7-(3-hydroxy-2,6-dimethylphenyl)-2-methyl-4-(trifluoromethyl)-7H-pyrrolo[2,3-d]pyrimidine-5-carboxamide NC1=C(C2=C(N=C(N=C2C(F)(F)F)C)N1C1=C(C(=CC=C1C)O)C)C(=O)N